3-CHLORO-2-(TRIMETHYLSILYL)PHENYLBORONIC ACID ClC=1C(=C(C=CC1)B(O)O)[Si](C)(C)C